4-chloro-N-(2,4-dimethoxy-6-(4-methoxystyryl)benzyl)-N-phenylbutanamide ClCCCC(=O)N(C1=CC=CC=C1)CC1=C(C=C(C=C1C=CC1=CC=C(C=C1)OC)OC)OC